C(C)(C)C=1C(=NNC1C=1C=C(C=2N(C1)N=CN2)C)C(=O)NC2CCN(CC2)C(C)C 4-isopropyl-N-(1-isopropylpiperidin-4-yl)-5-(8-methyl-[1,2,4]triazolo[1,5-a]pyridin-6-yl)-1H-pyrazole-3-carboxamide